3-methyl-1-((1-methyl-1H-pyrazol-5-yl)methyl)-2-oxo-N-(2,4,6-trifluorobenzyl)-1,2,3,4-tetrahydroquinazoline-7-carboxamide CN1C(N(C2=CC(=CC=C2C1)C(=O)NCC1=C(C=C(C=C1F)F)F)CC1=CC=NN1C)=O